C1=CC(=CC=2C3=CC=CC=C3NC12)C(=O)[O-] carbazole-3-carboxylate